C1(CC1)C1=CC2=C(N(C(N=C2N2[C@H](CNCC2)C)=O)C=2C(=NC=CC2C)C(C)C)N=C1C=1C=C(C(=O)OC)C=CC1F methyl (S)-3-(6-cyclopropyl-1-(2-isopropyl-4-methylpyridin-3-yl)-4-(2-methylpiperazin-1-yl)-2-oxo-1,2-dihydropyrido[2,3-d]pyrimidin-7-yl)-4-fluorobenzoate